FC=1C(=C(C=CC1F)[C@@H]1CO[C@]([C@H]1C)(C(F)(F)F)C)O (2S,3R,4S,5R)-3-(3,4-difluoro-2-hydroxy-phenyl)-4,5-dimethyl-5-(trifluoromethyl)tetrahydrofuran